C(=C)P(O)(=O)C1=CC=CC2=CC=CC=C12 vinylnaphthylphosphinic acid